NCC1=CN([C@H]2C[C@H](O)[C@@H](CO)O2)C=2N=CN=C(C12)NC(C1=CC=CC=C1)=O 7-deaza-7-aminomethyl-N6-benzoyl-2'-deoxyadenosine